3-hydroxy-1-benzofuran-2-carboxylic acid OC1=C(OC2=C1C=CC=C2)C(=O)O